ClC1=CC=C2CC(C2=C1)N 4-chlorobicyclo[4.2.0]oct-1,3,5-triene-7-amine